tert-butyl 4-(2-(2,6-dioxopiperidin-3-yl)-1-methyl-3-oxo-2,3-dihydro-1H-indazol-6-yl)-4-hydroxypiperidine-1-carboxylate O=C1NC(CCC1N1N(C2=CC(=CC=C2C1=O)C1(CCN(CC1)C(=O)OC(C)(C)C)O)C)=O